FC1=C(C=CC(=C1)F)I 2,4-difluoro-1-iodobenzene